C(=O)(O)C(CC=1C(=CC(C(C1)=O)=O)O)N 5-(2-carboxy-2-aminoethyl)-4-hydroxy-1,2-benzoquinone